(R)-3-((2-chloro-4-((10-methyl-8-oxo-9,10,11,12-tetrahydro-8H-[1,4]diazepino[5',6':4,5]thieno[3,2-f]quinoxalin-3-yl)oxy)pyrimidin-5-yl)methyl)oxazolidin-2-one ClC1=NC=C(C(=N1)OC1=NC=2C=CC3=C(C2N=C1)C1=C(S3)C(N[C@@H](CN1)C)=O)CN1C(OCC1)=O